tert-Butyl 4-[[3-(2,4-dioxohexahydropyrimidin-1-yl)-1-methyl-indazol-6-yl]amino]piperidine-1-carboxylate O=C1N(CCC(N1)=O)C1=NN(C2=CC(=CC=C12)NC1CCN(CC1)C(=O)OC(C)(C)C)C